ClC=1C=C2[C@@H](CN(CC2=C(C1)C#N)C)C=1C=C(C=CC1)S(=O)(=O)N1CCC(CC1)NC(CCCNC(NCCCCNC(NCCCC(=O)NC1CCN(CC1)S(=O)(=O)C1=CC(=CC=C1)[C@@H]1CN(CC2=C(C=C(C=C12)Cl)C#N)C)=O)=O)=O N1,N18-Bis(1-[(3-[(S)-6-chloro-8-cyano-2-methyl-1,2,3,4-tetrahydroisoquinolin-4-yl]phenyl)sulfonyl]piperidin-4-yl)-6,13-dioxo-5,7,12,14-tetraazaoctadecanediamide